3-[1-(3-cyanopropyl)indol-3-yl]-4-(1-methyl-indol-3-yl)-1H-pyrrole-2,5-dione C(#N)CCCN1C=C(C2=CC=CC=C12)C=1C(NC(C1C1=CN(C2=CC=CC=C12)C)=O)=O